CC(CO)(C(C(C)C)O)C 2,2,4-trimethyl-1,3-pentane-diol